4-(Pyridin-2-yl)indoline-1-carbonitrile N1=C(C=CC=C1)C1=C2CCN(C2=CC=C1)C#N